aluminum zirconium trihydrate O.O.O.[Zr].[Al]